N-(2-(3,3-difluoroazetidin-1-yl)-6-methylpyrimidin-4-yl)-4-nitro-2-(6-azaspiro[2.5]oct-6-yl)benzamide FC1(CN(C1)C1=NC(=CC(=N1)NC(C1=C(C=C(C=C1)[N+](=O)[O-])N1CCC2(CC2)CC1)=O)C)F